7-[(3R)-1-(cyclopropylmethyl)piperidin-3-yl]-3-[2-(methoxymethoxy)-6-methyl-4-(trifluoromethyl)phenyl]-6,7-dihydro-5H-pyrrolo[2,3-c]pyridazine C1(CC1)CN1C[C@@H](CCC1)N1CCC2=C1N=NC(=C2)C2=C(C=C(C=C2C)C(F)(F)F)OCOC